4-(2,5-dimethyl-1H-pyrrol-1-yl)-2,5-difluorobenzonitrile CC=1N(C(=CC1)C)C1=CC(=C(C#N)C=C1F)F